C1(CC1)C=1C2=C(C(NN1)=O)SC=C2 4-cyclopropyl-6H-thieno[2,3-d]pyridazin-7-one